OCC(C1=CC=CC=C1)NC1=CC(=NC=C1C1=NC(=NO1)C12CCN(CC1)CC2)NC2=CC=C1C(=N2)C(OB1O)(C)C 5-((4-((2-hydroxy-1-phenylethyl)amino)-5-(3-(quinuclidin-4-yl)-1,2,4-oxadiazol-5-yl)pyridin-2-yl)amino)-3,3-dimethyl-[1,2]oxaborolo[4,3-b]pyridin-1(3H)-ol